2-[1-[6-Chloro-1-(2,2-dimethylpropyl)-7-(2-fluorophenyl)-2-oxo-pyrido[2,3-d]pyrimidin-4-yl]-4-prop-2-enoyl-piperazin-2-yl]acetonitrile ClC1=CC2=C(N(C(N=C2N2C(CN(CC2)C(C=C)=O)CC#N)=O)CC(C)(C)C)N=C1C1=C(C=CC=C1)F